2-{6-[(2-azidoethyl)amino]-4-{3-[(4-methyl-1,2,4-triazol-3-yl)methyl]oxetan-3-yl}pyridin-2-yl}-6-{[(3S)-3-methylpiperidin-1-yl]methyl}-4-(trifluoromethyl)-3H-isoindol-1-one N(=[N+]=[N-])CCNC1=CC(=CC(=N1)N1C(C2=CC(=CC(=C2C1)C(F)(F)F)CN1C[C@H](CCC1)C)=O)C1(COC1)CC1=NN=CN1C